C1(CC1)C=1C=CC(=NC1OC)OC1CCC2(CN(C2)C(=O)C2CC(C2)(C)O)CC1 (7-((5-Cyclopropyl-6-methoxypyridin-2-yl)oxy)-2-azaspiro[3.5]nonan-2-yl)((1s,3s)-3-hydroxy-3-methylcyclobutyl)methanon